COCC1(CCN(CC1)C=1C(=NC=CC1)[N+](=O)[O-])NC(OC(C)(C)C)=O Tert-butyl (4-(methoxymethyl)-1-(2-nitropyridin-3-yl)piperidin-4-yl)carbamate